FC(C=1C=C(C=C(C1)C(F)(F)F)B(O)O)(F)F (3,5-di(trifluoromethyl)phenyl)boronic acid